2-hexenyl-(7Z)-9,9-diethoxy-7-nonenoic acid C(=CCCCC)C(C(=O)O)CCCC\C=C/C(OCC)OCC